5-(2-methoxypyridin-4-yl)-2-(trifluoromethyl)pyrimidin-4-amine COC1=NC=CC(=C1)C=1C(=NC(=NC1)C(F)(F)F)N